ClC1=CC=C(C=C1)S(=O)(=O)CCCNC(=O)[C@H]1N(C[C@@H](C1)O)C([C@H](C(C)(C)C)N1N=NC(=C1)C1CC1)=O (2S,4r)-N-[3-(4-chlorophenyl)sulfonylpropyl]-1-[(2S)-2-(4-cyclopropyltriazol-1-yl)-3,3-dimethyl-butyryl]-4-hydroxy-pyrrolidine-2-carboxamide